C(N)(=O)C=1C=C(CNC(=O)N2CCC3(NC4=C(C=C(C=C4C(C3)O)F)F)CC2)C=CC1F N-(3-carbamoyl-4-fluorobenzyl)-6',8'-difluoro-4'-hydroxy-3',4'-dihydro-1'H-spiro[piperidine-4,2'-quinoline]-1-carboxamide